N-((4R,8R)-6-cyano-1-oxa-6-azaspiro[3.4]octan-8-yl)-5-(2-phenoxyphenyl)-1H-pyrazole-3-carboxamide C(#N)N1C[C@]2(CCO2)[C@@H](C1)NC(=O)C1=NNC(=C1)C1=C(C=CC=C1)OC1=CC=CC=C1